3-endo-(8-{2-[benzyl-(2-methoxyacetyl)-amino]ethyl}-8-aza-bicyclo[3.2.1]oct-3-yl)-benzamide TFA salt OC(=O)C(F)(F)F.C(C1=CC=CC=C1)N(CCN1C2CC(CC1CC2)C=2C=C(C(=O)N)C=CC2)C(COC)=O